C(C)N1N=C(C2=CC=C(C=C12)C(C)(C)O)NC=1C=NN(C1OC)C 2-{1-ethyl-3-[(5-methoxy-1-methyl-1H-pyrazol-4-yl)amino]-1H-indazol-6-yl}propan-2-ol